6-(3-Methylbut-1-yn-1-yl)-9-β-D-ribofuranosyl-7-deazapurine CC(C#CC1=C2C=CN(C2=NC=N1)[C@H]1[C@H](O)[C@H](O)[C@H](O1)CO)C